ClC1=NC=CC(=N1)N1N=C(C2=CC=CC=C12)C 1-(2-Chloropyrimidin-4-yl)-3-methyl-1H-indazole